C(C)N(C1=CC=C2C=CC(OC2=C1)=N)CC 7-(Diethylamino)-2-imino-2H-chromen